BrCC1=C(C=C(C(=O)O)C=C1)[N+](=O)[O-] 4-(Bromomethyl)-3-nitrobenzoic acid